COC=1C=C(C=C(C1OC)OC)CCC 1-(3',4',5'-trimethoxyphenyl)propane